(cis)-4-(methoxycarbonyl)cyclohexane-1-carboxylic acid COC(=O)[C@H]1CC[C@H](CC1)C(=O)O